FC=1C=C(CCNC(CC2=CC=3N(C4=CC=CC=C4C3C=C2)C)=O)C=CC1 N-(3-fluorophenethyl)-2-(9-methyl-9H-carbazol-2-yl)acetamide